N-ethyl-N'-methyl-ethylenediamine C(C)NCCNC